BrC1=CC2=C(NC(OC2=O)=O)C=C1 6-bromo-2H-benzo[d][1,3]oxazine-2,4(1H)-dione